C(=O)(O)C=1C=C(C=CC1)CC(=O)O 3-Carboxyphenylacetic acid